1-((2S,4R)-4-Amino-2-phenylpiperidine-1-carbonyl)-3,3-dimethylpiperidin N[C@H]1C[C@H](N(CC1)C(=O)N1CC(CCC1)(C)C)C1=CC=CC=C1